((3-(2,6-dioxopiperidin-3-yl)-1-methyl-1H-indazol-6-yl)methyl)piperidin O=C1NC(CCC1C1=NN(C2=CC(=CC=C12)CN1CCCCC1)C)=O